5-(1-(aminooxy)-2-(tert-butyldimethylsilyloxy)ethyl)-3-(trifluoromethyl)pyridin-2(1H)-one NOC(CO[Si](C)(C)C(C)(C)C)C=1C=C(C(NC1)=O)C(F)(F)F